5'-isobutyryl-cytidine C(C(C)C)(=O)C([C@@H]1[C@H]([C@H]([C@@H](O1)N1C(=O)N=C(N)C=C1)O)O)O